NC=1C=CC(=NC1)NC(=O)C1=NOC=C1 N-(5-aminopyridin-2-yl)isoxazole-3-carboxamide